(3S,6S,9aS)-3-benzyl-6-isobutyl-8-isopentyl-2-(3-phenylpropyl)hexahydro-4H-pyrazino[1,2-a]pyrazine-4,7(6H)-dione C(C1=CC=CC=C1)[C@@H]1N(C[C@@H]2N(C1=O)[C@H](C(N(C2)CCC(C)C)=O)CC(C)C)CCCC2=CC=CC=C2